(S)-N-(3-(1-((1-methyl-1H-pyrazolo[3,4-b]pyrazin-6-yl)amino)ethyl)phenyl)-3,4-bis(methylthio)benzamide CN1N=CC=2C1=NC(=CN2)N[C@@H](C)C=2C=C(C=CC2)NC(C2=CC(=C(C=C2)SC)SC)=O